(E)-2-(2,6-dimethoxy-4-(2-(3'-methoxycarbonyl-2-methylbiphenyl-3-yl)vinyl)benzylamino)-3-hydroxy-2-methylpropionic acid COC1=C(CNC(C(=O)O)(CO)C)C(=CC(=C1)\C=C\C=1C(=C(C=CC1)C1=CC(=CC=C1)C(=O)OC)C)OC